2-(1-methyl-1H-pyrazol-4-yl)-N-(4-morpholino-6-(3-(m-tolyl)-1H-pyrazol-1-yl)pyrimidin-2-yl)acetamide CN1N=CC(=C1)CC(=O)NC1=NC(=CC(=N1)N1CCOCC1)N1N=C(C=C1)C=1C=C(C=CC1)C